C1(CC1)[C@H](C)NC(=O)C=1C=C2CN(C(C2=CC1)=O)C1C(NC(CC1)=O)=O N-((S)-1-cyclopropylethyl)-2-(2,6-dioxopiperidin-3-yl)-1-oxoisoindoline-5-carboxamide